ClC1=CC=C(OCCCCOC2=CC=C(C=C2)/C=C/C(=O)C2=C(C=C(C(=O)O)C=C2)OCC#N)C=C1 (E)-4-(3-(4-(4-(4-Chlorophenoxy)butoxy)phenyl)acryloyl)-3-(cyanomethoxy)benzoic acid